3-(4-Methylphenyl)-3,4-dihydro-2H-chromen-7-ol CC1=CC=C(C=C1)C1COC2=CC(=CC=C2C1)O